(3-chloro-4-methoxyphenyl)-6-methoxybenzylamine ClC=1C=C(C=CC1OC)NCC1=CC=CC=C1OC